N-methyl-8-(2-methylprop-1-en-1-yl)-N-phenyl-[1,2,4]triazolo[4,3-a]quinazolin-5-amine CN(C1=NC=2N(C3=CC(=CC=C13)C=C(C)C)C=NN2)C2=CC=CC=C2